ClC1=CC=C(C=C1)S(=O)(=O)Cl 4-chlorobenzenesulfonyl chloride